ONC(/C=C/C1=C(C=CC=C1)N(C(C1=CC(=CC=C1)C(F)(F)F)=O)C)=O (E)-N-(2-(3-(hydroxyamino)-3-oxoprop-1-en-1-yl)phenyl)-N-methyl-3-(trifluoromethyl)benzamide